BrC=1C(=NC(=NC1)N[C@H]1CN(CC1)C(=O)C1=CC(=C(C=C1)NC(\C=C\CN(C)C)=O)Cl)OC (R,E)-N-(4-(3-((5-bromo-4-methoxypyrimidin-2-yl)amino)pyrrolidine-1-carbonyl)-2-chlorophenyl)-4-(dimethylamino)but-2-enamide